C(CC)(=O)NCC1CN(CCC1)C(=O)NC1=CC=C(C=C1)C(F)(F)F 3-(Propanamidomethyl)-N-[4-(trifluoromethyl)phenyl]piperidine-1-carboxamide